BrC1=CC=C(C=C1)C#CCC(=O)O 4-p-bromophenyl-3-butynoic acid